N=1C2=C(OCC1)C=CC1=CC=CC=C12 3H-naphtho[2,1-b][1,4]oxazin